3-(bromomethyl)-2-nitrobenzonitrile BrCC=1C(=C(C#N)C=CC1)[N+](=O)[O-]